FC1=C(C=CC(=C1)C1CN(CCC1)C)[S@](=O)(N)=NC(NC1=C2C(=CC=3CCCC13)CC2)=O (S)-2-fluoro-4-(1-methylpiperidin-3-yl)-N'-((2,4,5,6-tetrahydro-1H-cyclobuta[f]inden-3-yl)carbamoyl)benzenesulfonimidamide